N(=[N+]=[N-])CCOCCOCCOCCOCCC(=O)NCC1=CC=C(C=C1)C1(N=N1)C(F)(F)F 1-azido-N-(4-(3-(trifluoromethyl)-3H-diazirin-3-yl)benzyl)-3,6,9,12-tetraoxapentadecan-15-amide